N-(2,6-dioxopiperidin-3-yl)-2-fluoro-4-(7-((1-(4-(cis-3-(2-fluorophenyl)-7-hydroxychroman-4-yl)phenyl)piperidin-4-yl)methyl)-2,7-diazaspiro[3.5]nonane-2-yl)benzamide O=C1NC(CCC1NC(C1=C(C=C(C=C1)N1CC2(C1)CCN(CC2)CC2CCN(CC2)C2=CC=C(C=C2)[C@@H]2[C@@H](COC1=CC(=CC=C21)O)C2=C(C=CC=C2)F)F)=O)=O